The molecule is a beta-D-glucosiduronic acid that is the ethyl derivative of beta-D-glucuronic acid. It has a role as a human urinary metabolite. CCO[C@H]1[C@@H]([C@H]([C@@H]([C@H](O1)C(=O)O)O)O)O